CO[Si](CCCNCCN)(OC)OC N-(2-Aminoethyl-3-aminopropyl)trimethoxysilane